N-cyclopropyl-N-(2-(1-(6,7-dimethoxyquinolin-4-yl)piperidin-4-yl)propyl)aminosulfonamide formate salt C(=O)O.C1(CC1)N(S(=O)=O)NCC(C)C1CCN(CC1)C1=CC=NC2=CC(=C(C=C12)OC)OC